NC1=NC=2C=C(C=CC2C=2C1=NN(C2)CCNC(OC(C)(C)C)=O)Br tert-butyl (2-(4-amino-7-bromo-2H-pyrazolo[3,4-c]quinolin-2-yl)ethyl)carbamate